(R)-2-Amino-3-(tritylthio)propanamide N[C@H](C(=O)N)CSC(C1=CC=CC=C1)(C1=CC=CC=C1)C1=CC=CC=C1